N(=[N+]=[N-])[C@@H]1CCC2=C(C=CC(=C12)F)C=1C=CC(=NC1)O[C@H]1COCC1 5-((R)-1-Azido-7-fluoro-2,3-dihydro-1H-inden-4-yl)-2-(((R)-tetrahydrofuran-3-yl)oxy)pyridine